N-((1R,3S,5s,7s)-2-(5-(3-cyano-6-(2-hydroxy-2-methylpropyloxy)pyrazolo[1,5-a]pyridin-4-yl)pyridin-2-yl)-2-azaadamantan-5-yl)-2-hydroxy-3-methylbutanamide C(#N)C=1C=NN2C1C(=CC(=C2)OCC(C)(C)O)C=2C=CC(=NC2)N2[C@@H]1CC3CC(C[C@@H]2C3)(C1)NC(C(C(C)C)O)=O